1-butyl-5-chloro-2-(chloromethyl)-1H-benzimidazole C(CCC)N1C(=NC2=C1C=CC(=C2)Cl)CCl